FC1=C(COC2=CC=CC(=N2)C2=CC(=C(CC3=NC=4C(=NC(=CC4)C(=O)O)N3C[C@H]3OCC3)C=C2)F)C=CC(=C1)F (S)-2-(4-(6-((2,4-difluorobenzyl)oxy)pyridin-2-yl)-2-fluorobenzyl)-3-(oxetan-2-ylmethyl)-3H-imidazo[4,5-b]pyridine-5-carboxylic acid